Cl.C12CN(CC2NC1)C1=NC(=C(C(=O)OC)C(=C1)C)C methyl 6-(3,6-diazabicyclo[3.2.0]heptan-3-yl)-2,4-dimethylnicotinate hydrochloride